1-((4-chlorophenyl)((5-methyl-1,3,4-thiadiazol-2-yl)amino)methyl)naphthalen-2-ol Phenyl-(4-cyclopropyl-6-methylpyrimidin-2-yl)carbamate C1(=CC=CC=C1)N(C(=O)OC1=C(C2=CC=CC=C2C=C1)C(NC=1SC(=NN1)C)C1=CC=C(C=C1)Cl)C1=NC(=CC(=N1)C1CC1)C